C\C=C/CC (Z)-Pent-2-en